CC1CCC2C(C3C(=C(CC12C3)C(C)=O)C)(C)C 1-(2,3,4,7,8,8a-hexahydro-3,6,8,8-tetramethyl-1H-3a,7-methano-azulen-5-yl)ethan-1-one